tert-Butyl 3-((5-(3-methyl-2-carbonyl-2,3-dihydrobenzo[d]thiazol-6-yl)pyridin-3-yl)oxy)azetidine-1-carboxylate CN1C(SC2=C1C=CC(=C2)C=2C=C(C=NC2)OC2CN(C2)C(=O)OC(C)(C)C)=C=O